2-((1r,5s,6s)-6-(((6-fluoroquinolin-2-yl)methyl)amino)-3-azabicyclo[3.1.0]hex-3-yl)-N-hydroxypyrimidine-5-carboxamide FC=1C=C2C=CC(=NC2=CC1)CNC1[C@@H]2CN(C[C@H]12)C1=NC=C(C=N1)C(=O)NO